OC1=C(C(=CC(=C1CN(C(=O)C1CC1)C)CCCCC)O)C1C(CCC(=C1)C)C(=C)C N-((2,6-dihydroxy-5'-methyl-4-pentyl-2'-(prop-1-en-2-yl)-1',2',3',4'-tetrahydro-[1,1'-biphenyl]-3-yl)methyl)-N-methylcyclopropanecarboxamide